3-(3,5-difluorophenyl)-2-(((S)-(perfluorophenoxy)(phenoxy)phosphoryl)amino)propanoate FC=1C=C(C=C(C1)F)CC(C(=O)[O-])N[P@](=O)(OC1=CC=CC=C1)OC1=C(C(=C(C(=C1F)F)F)F)F